6-(2-Chloro-pyridin-4-yl)-8-[(4-cyano-piperidin-4-ylmethyl)-amino]-3-methyl-imidazo[1,2-a]pyrazine-2-carboxylic acid methylamide CNC(=O)C=1N=C2N(C=C(N=C2NCC2(CCNCC2)C#N)C2=CC(=NC=C2)Cl)C1C